trans-oct-2-enal C(\C=C\CCCCC)=O